4-[({3-[1-(2,2-Dimethylpropanoyl)-3-(trifluoromethyl)azetidin-2-yl]-4-fluoro-1-(1,3-thiazol-4-carbonyl)-1H-pyrazol-5-yl}sulfanyl)methyl]benzol CC(C(=O)N1C(C(C1)C(F)(F)F)C1=NN(C(=C1F)SCC1=CC=CC=C1)C(=O)C=1N=CSC1)(C)C